oxazepine-2(1H)-carboxylic acid tert-butyl ester C(C)(C)(C)OC(=O)N1OC=CC=CC1